COC=1C=C2[C@](C(N(C2=CC1)C)=O)(C(=O)OC)C Methyl (R)-5-methoxy-1,3-dimethyl-2-oxoindoline-3-carboxylate